C(C)OP(=O)(OCC)C1=CC=C(C=C1)CNC=1C2=C(N=CN1)C(=NN2C(=O)OC(C)(C)C)C(=O)OC 1-tert-butyl 3-methyl 7-([[4-(diethoxyphosphoryl)phenyl]methyl]amino)pyrazolo[4,3-d]pyrimidine-1,3-dicarboxylate